2-[2-(4-fluorophenyl)ethyl]-2-(1,1-dimethylethyl) ethylene oxide FC1=CC=C(C=C1)CCC1(CO1)C(C)(C)C